1-(4-((2R,4s,6S)-2-cyano-7-((5-methoxy-7-methyl-1H-indol-4-yl)methyl)-7-azaspiro[3.5]nonan-6-yl)benzamido)cyclobutane-1-carboxylic acid C(#N)C1CC2(C1)C[C@H](N(CC2)CC2=C1C=CNC1=C(C=C2OC)C)C2=CC=C(C(=O)NC1(CCC1)C(=O)O)C=C2